N-(bicyclo[1.1.1]pent-1-yl)-6-(4-fluorophenyl)-4-methoxy-1-(2-morpholinoethyl)-2-oxo-1,2-dihydro-1,8-naphthyridine-3-carboxamide C12(CC(C1)C2)NC(=O)C=2C(N(C1=NC=C(C=C1C2OC)C2=CC=C(C=C2)F)CCN2CCOCC2)=O